FC1=C(C=C(C=C1)F)[N+](=O)[O-] 1,4-Difluoro-2-nitrobenzene